ONC(CCCC/C=C(/C(=O)NCC=1SC=CC1)\COC1=CC=CC2=CC=CC=C12)=O (E)-N8-hydroxy-2-((naphthalen-1-yloxy)methyl)-N1-(thiophen-2-ylmethyl)-2-octenediamide